C[C@H]1CN(C[C@@H](N1)C)C=1C=CC(=C2N=C(SC21)NC)C(=O)NC2=CC1=CN(N=C1C(=C2)F)C 7-[(3S,5S)-3,5-dimethylpiperazin-1-yl]-N-(7-fluoro-2-methyl-indazol-5-yl)-2-(methylamino)-1,3-benzothiazole-4-carboxamide